1-(1-(3-Chloro-4-(4-fluoro-2-methylphenoxy)pyridin-2-yl)piperidin-4-yl)-3-(pyridin-3-yl)thiourea ClC=1C(=NC=CC1OC1=C(C=C(C=C1)F)C)N1CCC(CC1)NC(=S)NC=1C=NC=CC1